tert-butyl [3-(4-{methyl[2-(trifluoromethoxy)ethyl]amino}-1H-pyrazol-1-yl)bicyclo[1.1.1]pentan-1-yl]carbamate CN(C=1C=NN(C1)C12CC(C1)(C2)NC(OC(C)(C)C)=O)CCOC(F)(F)F